(4-cyclohexylphenyl)-2-(2-cyclopropylmorpholino)-6,7-dihydro-5H-pyrrolo[3,4-d]pyrimidin-4-amine C1(CCCCC1)C1=CC=C(C=C1)C1NCC=2N=C(N=C(C21)N)N2CC(OCC2)C2CC2